tert-butyl (S)-5-methoxy-4-((2-(4-(methoxycarbonyl)-2-(methylsulfonamido)phenyl)piperidin-1-yl)methyl)-7-methyl-1H-indole-1-carboxylate COC=1C(=C2C=CN(C2=C(C1)C)C(=O)OC(C)(C)C)CN1[C@@H](CCCC1)C1=C(C=C(C=C1)C(=O)OC)NS(=O)(=O)C